8-((3R)-4-((4-chlorophenyl)(pyrimidin-4-yl)methyl)-3-methylpiperazin-1-yl)-5-methyl-6-oxo-5,6-dihydro-1,5-naphthyridine-2,7-dicarbonitrile ClC1=CC=C(C=C1)C(N1[C@@H](CN(CC1)C1=C(C(N(C=2C=CC(=NC12)C#N)C)=O)C#N)C)C1=NC=NC=C1